C(C)(C)(C)OC(=O)N1C2(CC2)CNCC1 4-(tert-butoxycarbonyl)-4,7-diazaspiro[2.5]Octane